N-((1S,2R)-2-phenylcyclopropyl)oxazole-2-carboxamide C1(=CC=CC=C1)[C@@H]1[C@H](C1)NC(=O)C=1OC=CN1